4-fluoro-1-[2-(1-methyl-1H-pyrazol-3-yl)acetyl]-N-{phenyl-[4-(propan-2-yl)phenyl]methyl}pyrrolidine-2-carboxamide FC1CC(N(C1)C(CC1=NN(C=C1)C)=O)C(=O)NC(C1=CC=C(C=C1)C(C)C)C1=CC=CC=C1